2-chloro-1H-1,3-benzodiazole-4-amine ClC1=NC2=C(N1)C=CC=C2N